(2R)-2-[[4-(2,6-dichloro-4-fluoro-phenyl)-7-quinolyl]oxy]-1-[(2R)-2-methyl-1-piperidyl]propan-1-one ClC1=C(C(=CC(=C1)F)Cl)C1=CC=NC2=CC(=CC=C12)O[C@@H](C(=O)N1[C@@H](CCCC1)C)C